2-(1-Methyl-1H-benzo[d]imidazol-2-yl)phenol CN1C(=NC2=C1C=CC=C2)C2=C(C=CC=C2)O